2-((4-(2-chloro-4-fluorophenyl)-2-oxo-2H-pyrano[2,3-b]pyridin-7-yl)oxy)propionic acid ClC1=C(C=CC(=C1)F)C1=CC(OC2=NC(=CC=C21)OC(C(=O)O)C)=O